C(C)(C)(C)OC(=O)N([C@@H]1[C@H](CC(C(O)=O)(O)O[C@H]1[C@H](O)[C@H](O)CO)O)C(C)=O N-(tert-butoxycarbonyl)-N-acetylneuraminic acid